N-(2-(4-((3-(2-methoxyethyl)-5-(trifluoromethoxy)benzyl)amino)butoxy)ethyl)-6-(1,2,3-thiadiazol-5-yl)-1H-indazol-4-amine COCCC=1C=C(CNCCCCOCCNC=2C=3C=NNC3C=C(C2)C2=CN=NS2)C=C(C1)OC(F)(F)F